FC1=C(C(=CC=C1F)[N+](=O)[O-])S(=O)(=O)NCC(=O)OC methyl 2-(2,3-difluoro-6-nitrobenzenesulfonamido)acetate